C(C1=CC=CC=C1)OC1=C(N=C(C2=CC(=NC=C12)C1=CC=CC=C1)Br)C(=O)OC Methyl 4-(benzyloxy)-1-bromo-7-phenyl-2,6-naphthyridine-3-carboxylate